2-[(3-ethynyl-8-methyl-6-quinolinyl)oxy]-N-(2-fluoroethyl)amine C(#C)C=1C=NC2=C(C=C(C=C2C1)OC(CN)F)C